3-chloro-6-(2,3-dichlorophenyl)pyrazine-2-carboxylic acid ClC=1C(=NC(=CN1)C1=C(C(=CC=C1)Cl)Cl)C(=O)O